COC(=O)N[C@H](C(=O)N[C@@H](CC1=CC=C(C=C1)NS(=O)(=O)O)C=1N=C(SC1)C=1C=NC(=CC1)C)CC1=CC=CC=C1 4-{(S)-2-[(S)-2-(methoxycarbonylamino)-3-phenylpropionylamino]-2-[2-(6-methylpyridin-3-yl)thiazol-4-yl]ethyl}phenylaminosulfonic acid